CC1=CC=C(C=C1)S(=O)(=O)OCCOCCOCCOCC(=O)OC(C)(C)C t-butyl [2-(2-{2-[(4-methylbenzene-1-sulfonyl)oxy]ethoxy}ethoxy)ethoxy]acetate